FC1=C(C=CC(=C1)F)C(C(=O)N)O 2-(2,4-difluorophenyl)-2-hydroxyacetamide